O1CCC(=CC1)C1=CC=C(C=N1)C1=NNC2=CC=C(C=C12)OC(C)C1=C2C(=NC=C1F)NC=C2 3-(6-(3,6-dihydro-2H-pyran-4-yl)pyridin-3-yl)-5-(1-(5-fluoro-1H-pyrrolo[2,3-b]pyridin-4-yl)ethoxy)-1H-indazole